BrC=1C=C(C2=C(C=C(C(O2)(OC)C(F)(F)F)C(=O)O)C1)C[2H] 6-bromo-8-deuteromethyl-2-trifluoromethyl-2-methoxy-2H-benzopyran-3-carboxylic acid